2'-Hydroxy-4'-(1-butenyloxy)chalcone OC1=C(C(/C=C/C2=CC=CC=C2)=O)C=CC(=C1)OC=CCC